NCCOCCN1N=CC=2N=C(NC(C21)=O)NCC2=CC(=C(C=C2)Cl)Cl 1-[2-(2-aminoethoxy)ethyl]-5-[(3,4-dichlorophenyl)methylamino]-6H-pyrazolo[4,3-d]pyrimidin-7-one